BrC=1OC2=C(C=C(C=C2C(C1)=O)C(F)(F)F)C(C)CS(=O)(=O)O.ClC1=C(C=C2C(=C(N(C2=C1F)C)C1=NC(=NN1)C(C)=O)C=1C=NNC1)OCC 1-(5-(6-chloro-5-ethoxy-7-fluoro-1-methyl-3-(1H-pyrazol-4-yl)-1H-indol-2-yl)-1H-1,2,4-triazol-3-yl)ethan-1-one 1-[2-Bromo-4-oxo-6-(trifluoromethyl)-chromen-8-yl]ethyl-methanesulfonate